2-(3,4-dihydroxybenzyl-carbamoyl)-quinoline-8-carboxylic acid OC=1C=C(CNC(=O)C2=NC3=C(C=CC=C3C=C2)C(=O)O)C=CC1O